3-fluoro-4-(3-methyl-6-(2-(1-methyl-1H-pyrazol-4-yl)morpholino)-4-oxo-2-(trifluoromethyl)-3,4-dihydropyrido[3,4-d]pyrimidin-8-yl)benzonitrile FC=1C=C(C#N)C=CC1C1=NC(=CC2=C1N=C(N(C2=O)C)C(F)(F)F)N2CC(OCC2)C=2C=NN(C2)C